F[C@@H]1COC[C@@H]1N1N=NC(=C1)C 1-(1-((3S,4S)-3-fluoro-tetrahydrofuran-4-yl)-1H-triazol-4-yl)-methane